2-chloro-4-((4-ethylpiperazin-1-yl)methyl)-5-methoxyaniline ClC1=C(N)C=C(C(=C1)CN1CCN(CC1)CC)OC